N2-[(9H-fluoren-9-ylmethoxy)carbonyl]-N-(triphenylmethyl)-L-glutamine C1=CC=CC=2C3=CC=CC=C3C(C12)COC(=O)N([C@@H](CCC(N)=O)C(=O)O)C(C1=CC=CC=C1)(C1=CC=CC=C1)C1=CC=CC=C1